C(C)OC(C1=CC(=C(C=C1)C)NC(=O)C=1C(=NC(=NC1)Cl)Cl)=O.COC1=C(N)C=C(C=C1C1=NN(C=N1)C)N1CC2(C1)CCCCC2 2-methoxy-3-(1-methyl-1H-1,2,4-triazol-3-yl)-5-(2-azaspiro[3.5]non-2-yl)aniline ethyl-3-(2,4-dichloropyrimidine-5-carboxamido)-4-methylbenzoate